(E)-4-(Dimethylamino)-N-ethyl-N-(isoindolin-4-yl)but-2-enamide dihydrochloride Cl.Cl.CN(C/C=C/C(=O)N(C1=C2CNCC2=CC=C1)CC)C